[Ag].[Mg].[Co].[Si].[Ni].[Cu] copper nickel silicon cobalt magnesium silver